di(pentadec-8-yl) 5-mercaptoazelate SC(CCCC(=O)OC(CCCCCCC)CCCCCCC)CCCC(=O)OC(CCCCCCC)CCCCCCC